3-(5-(4-((5-cyclopropyl-3-(2,6-dichlorophenyl)isoxazol-4-yl)methoxy)piperidin-1-yl)pyridine-2-yl)-1-methyl-1H-pyrazole-5-carboxylic acid C1(CC1)C1=C(C(=NO1)C1=C(C=CC=C1Cl)Cl)COC1CCN(CC1)C=1C=CC(=NC1)C1=NN(C(=C1)C(=O)O)C